C(C)(C)(C)OC(=O)[C@@]1([C@H](C1)CO)C (1s,2s)-2-(hydroxymethyl)-1-methylcyclopropane-1-carboxylic acid tert-butyl ester